C(CCCCCCCCCCCCC)N1C(=C(C(C=C1)=O)OCC1=CC=CC=C1)CC N-tetradecyl-2-ethyl-3-benzyloxypyridin-4-one